C1(CC1)C1=CC(=C(C=C1)NC1=CC(=NC=C1C(=O)NOCC)NC1=NC(=NC=C1)C)N(S(=O)(=O)C)C 4-((4-cyclopropyl-2-(N-methyl-methanesulfonamido)-phenyl)amino)-N-ethoxy-6-((2-methyl-pyrimidin-4-yl)-amino)nicotinamide